CS(=O)(=O)[O-].CNC1=C(C=CC=C1)C1=C(C=CC=C1)[Pd+] (2'-methylamino-1,1'-biphenyl-2-yl)palladium(II) methanesulfonate